N1N=C(C2=CC=CC=C12)CN1CCC(CC1)(O)C=1C(=C2CN(C(C2=CC1F)=O)C1C(NC(CC1)=O)=O)F 3-(5-(1-((1H-indazol-3-yl)methyl)-4-hydroxypiperidin-4-yl)-4,6-difluoro-1-oxoisoindolin-2-yl)piperidine-2,6-dione